2-(4-chloro-1-methyl-1H-imidazol-5-yl)acetonitrile ClC=1N=CN(C1CC#N)C